3-hydroxy-2-naphthoic acid hydrazide OC=1C(=CC2=CC=CC=C2C1)C(=O)NN